The molecule is a labdane diterpenoid that is isolated from the fruits of Vitex rotundifolia. It has a role as a plant metabolite, an apoptosis inducer and an antineoplastic agent. It is a labdane diterpenoid, an acetate ester, a member of furans, a tertiary alcohol and a carbobicyclic compound. C[C@@H]1C[C@H]([C@@H]2[C@@]([C@]1(CCC3=COC=C3)O)(CCCC2(C)C)C)OC(=O)C